IC1=CC=C(C(=O)N[C@@H]2CN(CC2)C(=O)OC(C)(C)C)C=C1 tert-butyl (S)-3-(4-iodobenzamido)pyrrolidine-1-carboxylate